ClC=1C=C2CC(CC2=CC1Cl)NC=1N=NNC1C(=O)O 4-((5,6-dichloro-2,3-dihydro-1H-inden-2-yl)amino)-1H-1,2,3-triazole-5-carboxylic acid